3-(5-(1-((1H-imidazol-5-yl)methyl)piperidin-4-yl)-1-oxoisoindolin-2-yl)piperidine-2,6-dione N1C=NC=C1CN1CCC(CC1)C=1C=C2CN(C(C2=CC1)=O)C1C(NC(CC1)=O)=O